2-cyclobutyl-N-(4-(2-(((1r,4r)-4-(dimethyl-amino)cyclohexyl)-amino)-8-isopropyl-7-oxo-7,8-dihydropyrido-[2,3-d]pyrimidin-6-yl)-2,3,6-trifluorophenyl)-acetamide C1(CCC1)CC(=O)NC1=C(C(=C(C=C1F)C1=CC2=C(N=C(N=C2)NC2CCC(CC2)N(C)C)N(C1=O)C(C)C)F)F